FC(CC1=C(C(=O)N)C=CC=C1)(C(C(F)F)(O)C1=CC=C(C=C1)F)F (2,2,4,4-tetrafluoro-3-(4-fluorophenyl)-3-hydroxybutyl)benzamide